4-bromo-7-methoxy-6,7-dihydro-1H-pyrrolo[2,3-c]pyridine BrC=1C2=C(C(NC1)OC)NC=C2